COC1=NC=CC=C1COC1=CN2C(=C(C=C2C=C1)C)C(=O)OC methyl 6-((2-methoxypyridin-3-yl) methoxy)-2-methylindolizine-3-carboxylate